3,5-bistrifluoromethyl-phenethylamine FC(C=1C=C(CCN)C=C(C1)C(F)(F)F)(F)F